CC1=CC=C(C=C1)S(=O)(=O)C(C(CC)=O)CC 4-(p-toluenesulfonyl)-3-hexanone